(2-bromoethynyl)-t-butyldimethylsilane BrC#C[Si](C)(C)C(C)(C)C